C1(C=2C(=CN=N1)C=NC(C2)=O)=O pyrido[3,4-d]pyridazine-1,7-dione